COC1CC(C1)C1=CC=C2CCNCC2=C1 7-(3-methoxycyclobutyl)-1,2,3,4-tetrahydroisoquinoline